3-ethylbenzthiazolin C(C)N1CSC2=C1C=CC=C2